3-(1,3-benzodioxol-5-yl)-N-phenyl-N-tetrahydrofuran-3-yl-prop-2-enamide O1COC2=C1C=CC(=C2)C=CC(=O)N(C2COCC2)C2=CC=CC=C2